N1=CN=C2NC(=CC=C21)C(=O)N imidazo[4,5-b]pyridine-5-carboxamide